3-(5-((3-benzhydryl-3,8-diazabicyclo[3.2.1]oct-8-yl)methyl)-7-fluoro-1-oxoisoindolin-2-yl)piperidine-2,6-dione C(C1=CC=CC=C1)(C1=CC=CC=C1)N1CC2CCC(C1)N2CC=2C=C1CN(C(C1=C(C2)F)=O)C2C(NC(CC2)=O)=O